N1(CCCCC1)CC(=S)NC1=CC=C(C=C1)OC1CC(C1)N1CCCCC1 2-piperidinyl-N-(4-(3-(piperidin-1-yl)cyclobutyloxy)phenyl)thioacetamide